4-((3S,11aR)-10-Acryloyl-4-fluoro-6-oxo-8,9,10,11,11a,12-hexahydro-6H-pyrazino[2',1':3,4][1,4]diazepino[6,7,1-hi]indazol-3-yl)-2-amino-7-fluorobenzo[b]thiophene-3-carbonitrile C(C=C)(=O)N1C[C@@H]2CN3N=CC4=C(C(=CC(=C34)C(N2CC1)=O)F)C1=CC=C(C=2SC(=C(C21)C#N)N)F